CN(C(OC(C)(C)C)=O)CCOC(=O)OCN1C=NC(=C1)C1=C(N=C2N1C=CC=N2)C2=NC(=NN2)C(F)(F)F tert-butyl methyl(2-((((4-(2-(3-(trifluoromethyl)-1H-1,2,4-triazol-5-yl)imidazo[1,2-a]pyrimidin-3-yl)-1H-imidazol-1-yl)methoxy)carbonyl)oxy)ethyl)carbamate